3-((1-fluorocyclopropyl)methoxy)-4-(1-methyl-1,2,3,6-tetrahydropyridin-4-yl)-2-nitroaniline FC1(CC1)COC=1C(=C(N)C=CC1C=1CCN(CC1)C)[N+](=O)[O-]